C(CCCCCCCCCCCCC)[NH2+]CCCCCCCCCCCCCC N,N-ditetradecylammonium